4,4-difluoropiperidin hydrochloride Cl.FC1(CCNCC1)F